CS(=O)(=O)[O-].C(CCCCC)[N+]1(CCCCC1)CC 1-Hexyl-1-ethylpiperidinium methansulfonat